C(C1=CC=CC=C1)O[C@@H]1[C@H](N(C[C@@H]([C@H]1OCC1=CC=CC=C1)OCC1=CC=CC=C1)CCC1=CC2=C(OCO2)C=C1F)C (2R,3R,4R,5S)-3,4,5-tris(benzyloxy)-1-(2-(6-fluorobenzo[d][1,3]dioxol-5-yl)ethyl)-2-methylpiperidine